bis(2-(ethoxycarbonyl)-2,2-difluoroacetoxyl)iodine C(C)OC(=O)C(C(OIOC(=O)C(C(=O)OCC)(F)F)=O)(F)F